C(C)(C)OC1=NC(=CC2=C1N=C(N=C2)N[C@@H]2CNCCC2)C#N (S)-8-isopropoxy-2-(piperidin-3-ylamino)pyrido[3,4-d]pyrimidine-6-carbonitrile